C(C)(C)(C)OC(=O)N1CC2(C1)OCC(CC2)C 7-methyl-5-oxa-2-azaspiro[3.5]Nonane-2-carboxylic acid tert-butyl ester